1-(tert-butyl) 4-ethyl 2,5,6,7-tetrahydro-1H-azepine-1,4-dicarboxylate N1(CC=C(CCC1)C(=O)OCC)C(=O)OC(C)(C)C